(1s,4s)-4-(8-(3-chloro-2,6-difluorophenylamino)-2-(tetrahydro-2H-pyran-4-ylamino)-9H-purin-9-yl)cyclohexanecarboxamide ClC=1C(=C(C(=CC1)F)NC=1N(C2=NC(=NC=C2N1)NC1CCOCC1)C1CCC(CC1)C(=O)N)F